FC(C1=NN=C(O1)C=1C=CC(=NC1)CN1C(N(C2=C1C=CC(=C2)C2CCNCC2)C2CCN(CC2)C)=O)F 1-((5-(5-(difluoromethyl)-1,3,4-oxadiazol-2-yl)pyridin-2-yl)methyl)-3-(1-methylpiperidin-4-yl)-5-(piperidin-4-yl)-1,3-dihydro-2H-benzo[d]imidazol-2-one